FC(C(=O)O)(F)F.NCC1=CC(=NC=C1)S(=O)(=O)C[C@@H]1CN(C[C@H](C1)C1CCCCC1)S(=O)(=O)N1CCS(CC1)(=O)=O trans-4-((3-(((4-(Aminomethyl)pyridin-2-yl)sulfonyl)methyl)-5-cyclohexylpiperidin-1-yl)sulfonyl)thiomorpholine 1,1-dioxide 2,2,2-trifluoroacetate